([2,3,5,6-tetrafluoro-4-(methoxymethyl) phenyl] methyl)Methyl 3-(2-cyano-1-propen-1-yl)-2,2-dimethylcyclopropanecarboxylate C(#N)C(=CC1C(C1C(=O)OCCC1=C(C(=C(C(=C1F)F)COC)F)F)(C)C)C